(E)-4-(6-((4-(1-isopropyl-1H-pyrazol-4-yl)-5-methylpyrimidin-2-yl)amino)-1,2,3,4-tetrahydroisoquinolin-2-yl)butenoic acid diethylamide C(C)N(C(\C=C\CN1CC2=CC=C(C=C2CC1)NC1=NC=C(C(=N1)C=1C=NN(C1)C(C)C)C)=O)CC